FC1([C@H]2CC[C@@H]3C([C@@H]([C@H]13)C2)=CC(=O)[O-])F 2-((1R,3S,6S,8R)-7,7-difluorotricyclo[4.2.1.03,8]nonan-2-ylidene)acetate